2-[2-(difluoromethoxy)-3-pyridyl]-7-[[4-[1-isopropyl-4-(trifluoromethyl)imidazol-2-yl]phenyl]methyl]-5H-pyrrolo[3,2-d]pyrimidine FC(OC1=NC=CC=C1C=1N=CC2=C(N1)C(=CN2)CC2=CC=C(C=C2)C=2N(C=C(N2)C(F)(F)F)C(C)C)F